(S)-3-(5,5-dimethylpyrrolidin-3-yl)propan-1-ol CC1(C[C@@H](CN1)CCCO)C